N-[3-[2-(isobutylamino)imidazo[2,1-b][1,3,4]thiadiazol-5-yl]phenyl]meth-anesulfonamide C(C(C)C)NC1=NN2C(S1)=NC=C2C=2C=C(C=CC2)NS(=O)(=O)C